C1(CC1)[C@H](C(C)(C)O)N1C(C2=C(C=CC=C2C1)C=1C=C2C=NN(C2=CC1)C)=O (R)-2-(1-cyclopropyl-2-hydroxy-2-methylpropyl)-7-(1-methyl-1H-indazol-5-yl)isoindolin-1-one